C(C=C)(=O)N1[C@H](CN(CC1)C=1C2=C(N=C(N1)OC[C@H]1N(CCC1)[13CH3])CN(CC2)C2=CC=CC1=CC=CC(=C21)Cl)CC#N 2-((S)-1-acryloyl-4-(7-(8-chloronaphthalene-1-yl)-2-(((S)-1-(methyl-13C)pyrrolidin-2-yl)methoxy)-5,6,7,8-tetrahydropyrido[3,4-d]pyrimidin-4-yl)piperazin-2-yl)acetonitrile